5-Amino-3-(4-bromophenyl)-1-cyclohexyl-pyrazole-4-carbonitrile NC1=C(C(=NN1C1CCCCC1)C1=CC=C(C=C1)Br)C#N